N-methyl-(4-fluorophenyl)amine CNC1=CC=C(C=C1)F